2-Amino-5-iodobenzoic acid NC1=C(C(=O)O)C=C(C=C1)I